C1(CCCCC1)CCC(=O)OC(CSCCCCCC(CCCCCSCC(CCCCCC)OC(CCC1CCCCC1)=O)N(C([2H])([2H])[2H])CCCCO[Si](C1=CC=CC=C1)(C1=CC=CC=C1)C(C)(C)C)CCCCCC.COCCCN1CCCCC1 1-(3-methoxypropyl)piperidine ((6-((4-tert-Butyldiphenylsilyloxybutyl)(methyl-d3)amino)undecane-1,11-diyl)bis-(sulfanediyl))bis(octane-1,2-diyl) bis(3-cyclohexylpropanoate)